2-chloro-N-{4-[(5R)-7-chloro-4,4-difluoro-5-hydroxy-5-(hydroxymethyl)-2,3,4,5-tetrahydro-1H-1-benzazepine-1-carbonyl]-2-methoxyphenyl}-4-fluorobenzamide ClC1=C(C(=O)NC2=C(C=C(C=C2)C(=O)N2CCC([C@@](C3=C2C=CC(=C3)Cl)(CO)O)(F)F)OC)C=CC(=C1)F